O=C1N(C=NC2=CC=C(C=C12)C=1C=CC(=NC1)NC(CCCC)=O)CCC N-(5-(4-oxo-3-propyl-3,4-dihydro-quinazolin-6-yl)pyridin-2-yl)pentanamide